COC1=CC=C(C=C1)C=CC(=O)N(C1=CC=CC=C1)CCSC 3-(4-methoxyphenyl)-N-(2-methylsulfanylethyl)-N-phenyl-prop-2-enamide